4-[4-benzyloxy-6-[2-(3,4-difluoro-2-methyl-phenoxy)-4-methyl-5-(trifluoromethyl)-3-pyridyl]-2-methyl-3-pyridyl]oxazolidin-2-one C(C1=CC=CC=C1)OC1=C(C(=NC(=C1)C=1C(=NC=C(C1C)C(F)(F)F)OC1=C(C(=C(C=C1)F)F)C)C)C1NC(OC1)=O